OC1CC(C1)NC(C1=CC=C(C=C1)C1=NC(=NC=C1C)NC=1C=NN(C1)C)=O N-(3-hydroxycyclobutyl)-4-(5-methyl-2-((1-methyl-1H-pyrazol-4-yl)amino)pyrimidin-4-yl)benzamide